FC(C)(C)C1=NOC(=C1)N 3-(2-fluoroprop-2-yl)isoxazol-5-amine